FC=1C=CC=C2CCOCC12 (S)-8-fluoroisochroman